N1CC(C1)C1=C(C#N)C(=CC=C1OC)Cl 2-azetidin-3-yl-6-chloro-3-methoxybenzonitrile